(S)-1-(ethylamino)propane-2-ol C(C)NC[C@H](C)O